2-(2-(Dimethylamino)ethoxy)-N-phenethyl-1H-benzo[d]imidazole-1-carboxamide CN(CCOC1=NC2=C(N1C(=O)NCCC1=CC=CC=C1)C=CC=C2)C